Tert-Butyl 3-(3-(4-(2-(2,4-dihydroxy-2-methylbutoxy)ethoxy)phenyl)-2-oxoimidazolidin-1-yl)-2,6-dioxopiperidine-1-carboxylate OC(COCCOC1=CC=C(C=C1)N1C(N(CC1)C1C(N(C(CC1)=O)C(=O)OC(C)(C)C)=O)=O)(CCO)C